COC1=CC(=NN1C1=CC=C(C=O)C=C1)C(F)(F)F 4-[5-methoxy-3-(trifluoromethyl)pyrazol-1-yl]benzaldehyde